P(O)(=O)(OP(=O)(O)OP(=O)(O)O)OC[C@@H]1[C@H]([C@H]([C@@H](O1)N1C=NC=2C(=O)NC(N)=NC12)OC(C)=O)O 2'-O-acetyl-Guanosine Triphosphate